BrC1=CC=C(C=C1)OC(F)(F)F 2-bromo-5-(trifluoromethoxy)benzene